3-methoxy-N-methyl-4-oxo-1-((2-phenylpent-4-en-2-yl)amino)-1,4-dihydropyridine-2-carboxamide COC1=C(N(C=CC1=O)NC(C)(CC=C)C1=CC=CC=C1)C(=O)NC